tert-butyl 3-methylene-2-oxo-4-(trifluoromethyl)pyrrolidine-1-carboxylate C=C1C(N(CC1C(F)(F)F)C(=O)OC(C)(C)C)=O